6-{[2-(pyridin-4-yl)pyrido[3,4-d]Pyrimidin-4-yl]Amino}hexanoic acid N1=CC=C(C=C1)C=1N=C(C2=C(N1)C=NC=C2)NCCCCCC(=O)O